N[C@H](C(=O)O)CCC1=CNC2=NC=CC=C21 (S)-2-amino-4-(1H-pyrrolo[2,3-b]pyridin-3-yl)butanoic acid